C(C)OC([C@@H](N)CSC1C=C(CCC1C(C)C)C)=O.ONC(C1=CC=C(C=C1)NC(CC1=CNC2=CC=C(C=C12)C1=CC=C(C=C1)Br)=O)=O N-hydroxy-4-(2-(5-(4-bromophenyl)-1H-indol-3-yl)acetamido)benzamide Ethyl-S-(6-isopropyl-3-methylcyclohex-2-en-1-yl)cysteinate